ClC1=C(C(=NC2=C(C=C(C=C12)C)C(C)=O)C1CCOCC1)C 1-(4-chloro-3,6-dimethyl-2-tetrahydropyran-4-yl-8-quinolyl)ethanone